NC1=C(C=C(C(=O)N[C@H](C(=O)NC(C(=O)NN(CC(=O)OC(C)(C)C)C(\C=C\C)=O)C2=CC=CC=C2)C(C)(C)C)C=C1)Cl tert-Butyl N-(2-((S)-2-(4-amino-3-chlorobenzamido)-3,3-dimethylbutanamido)-2-phenylacetamido)-N-((E)-but-2-enoyl)glycinate